{3-[5-(2-aminopyrimidin-4-yl)-2-[1-(2-{2,7-diazaspiro[3.5]nonan-7-yl}acetyl)piperidin-4-yl]-1,3-thiazol-4-yl]-2-fluorophenyl}propane-1-sulfonamide hydrochloride salt Cl.NC1=NC=CC(=N1)C1=C(N=C(S1)C1CCN(CC1)C(CN1CCC2(CNC2)CC1)=O)C=1C(=C(C=CC1)C(CC)S(=O)(=O)N)F